N'-[2-amino-9-(2,2-diethoxyethyl)purin-6-yl]but-2-ynehydrazide NC1=NC(=C2N=CN(C2=N1)CC(OCC)OCC)NNC(C#CC)=O